OC1CCC(CC1)NC1=NC(=NC=C1C(=O)N)NC1CCC(CC1)OC 4-((1r,4r)-4-hydroxycyclohexylamino)-2-((1r,4r)-4-methoxycyclohexylamino)pyrimidine-5-carboxamide